tert-butyl N-{4-[2-(2-{3-[(5-{[2-(2,6-dioxopiperidin-3-yl)-1,3-dioxo-2,3-dihydro-1H-isoindol-4-yl]amino}pentyl)oxy]phenyl}acetamido)-5-methyl-1,3-thiazol-4-yl]-2-methylphenyl}carbamate O=C1NC(CCC1N1C(C2=CC=CC(=C2C1=O)NCCCCCOC=1C=C(C=CC1)CC(=O)NC=1SC(=C(N1)C1=CC(=C(C=C1)NC(OC(C)(C)C)=O)C)C)=O)=O